N,N-diethylphenylammonium tetra(phenyl)borate C1(=CC=CC=C1)[B-](C1=CC=CC=C1)(C1=CC=CC=C1)C1=CC=CC=C1.C(C)[NH+](CC)C1=CC=CC=C1